O1CCCC2=C1C=CC(=C2)N2CCN(CC2)C(CN2N=C(C1=C2CCC1)C(=O)N1C[C@H](O[C@H](C1)C)C)=O 1-[4-(3,4-Dihydro-2H-1-benzopyran-6-yl)piperazin-1-yl]-2-{3-[(2R,6S)-2,6-dimethylmorpholin-4-carbonyl]-5,6-dihydrocyclopenta[c]pyrazol-1(4H)-yl}ethan-1-on